8-methyl-4-(2-methylsulfinyl-7-oxo-8-tetrahydropyran-4-yl-pyrido[2,3-d]pyrimidin-6-yl)-2,3-dihydroquinoxaline-1-carboxylic acid tert-butyl ester C(C)(C)(C)OC(=O)N1CCN(C2=CC=CC(=C12)C)C1=CC2=C(N=C(N=C2)S(=O)C)N(C1=O)C1CCOCC1